C1(=C(C=CC=C1)C1=C(C2=C(OC3=C2C=CC=C3)C=C1)C1=C(C=CC=C1)C1=NN=NC(=C1C1=CC=CC=C1)C1=CC=CC=C1)C1=CC=CC=C1 biphenylyl-[(diphenyltriazinyl)phenyl]dibenzofuran